Cl.N1OC(CCO1)N1C(C2=CC=C(C=C2C1=O)N1CCC2(CC1)CCNCC2)=O 2-(2,6-dioxapiperidin-3-yl)-5-(3,9-diazaspiro[5.5]undec-3-yl)isoindoline-1,3-dione hydrochloride